[N+](=O)([O-])C1=C(C(C(=O)[O-])=CC(=C1)[N+](=O)[O-])O.[Na+] sodium 3,5-Dinitrosalicylate